(3S,4S)-3-((4-(benzo[d]thiazol-6-ylamino)-7-(1-methyl-1H-pyrazol-4-yl)quinazolin-5-yl)oxy)-1-methylpiperidin-4-ol S1C=NC2=C1C=C(C=C2)NC2=NC=NC1=CC(=CC(=C21)O[C@H]2CN(CC[C@@H]2O)C)C=2C=NN(C2)C